2-Amino-N-(1-{8-chloro-5-[(3R,5R)-3,5-dihydroxypiperidin-1-yl]imidazo[1,5-a]pyridin-6-yl}ethyl)pyrazolo[1,5-a]pyrimidine-3-carboxamide NC1=NN2C(N=CC=C2)=C1C(=O)NC(C)C=1C=C(C=2N(C1N1C[C@@H](C[C@H](C1)O)O)C=NC2)Cl